4-(5-(6-chloro-5-(2-methoxyquinolin-5-yl)-1H-indol-2-yl)pyridin-2-yl)morpholine ClC1=C(C=C2C=C(NC2=C1)C=1C=CC(=NC1)N1CCOCC1)C1=C2C=CC(=NC2=CC=C1)OC